4-(bis(11-((2-ethylhexyl)thio)undecyl)amino)butan-1-ol C(C)C(CSCCCCCCCCCCCN(CCCCO)CCCCCCCCCCCSCC(CCCC)CC)CCCC